C(CCCCCCCCCC\C=C/CCC)CC(=O)O.FC=1C=C(C=CC1)N(NC1=CC(=CC=C1)F)C(C1=CC=CC=C1)=O N,N'-bis(3-fluorophenyl)benzoylhydrazine (Z)-12-Hexadecenyl-acetate